C1=CC=CC=2C3=CC=CC=C3C(C12)COC(=O)NC(CCOCCOCCNC(OC(C)(C)C)=O)(C(=O)OCC)CC ethyl 14-((((9H-fluoren-9-yl)methoxy)carbonyl)amino)-14-ethyl-2,2-dimethyl-4-oxo-3,8,11-trioxa-5-azapentadecan-15-oate